4-(allyloxy)-5-chloropyridin-3-amine methyl-(5-cyano-2-methylbenzyl)carbamimidothioate CN(C(=N)S)CC1=C(C=CC(=C1)C#N)C.C(C=C)OC1=C(C=NC=C1Cl)N